(S)-N-((S)-1-((3R,5'S)-5'-cyano-2-oxospiro[indoline-3,3'-pyrrolidin]-1'-yl)-3-cyclopropyl-1-oxopropan-2-yl)-2-(4-fluorophenyl)-2-hydroxy-N-methylacetamide C(#N)[C@@H]1C[C@@]2(CN1C([C@H](CC1CC1)N(C([C@@H](O)C1=CC=C(C=C1)F)=O)C)=O)C(NC1=CC=CC=C12)=O